(R)-2-(3-methoxypyrrolidin-1-yl)-5-(4,4,5,5-tetramethyl-1,3,2-dioxaborolan-2-yl)pyridine CO[C@H]1CN(CC1)C1=NC=C(C=C1)B1OC(C(O1)(C)C)(C)C